NC(C(C(CC1C(NCC1)=O)NC(C(CC1CCCCC1)NC(OC(C(C)(C)C1=CC(=CC=C1)Cl)C1=CC(=CC=C1)F)=O)=O)=O)=O 2-(3-chlorophenyl)-1-(3-fluorophenyl)-2-methylpropyl (1-((4-amino-3,4-dioxo-1-(2-oxopyrrolidin-3-yl)butan-2-yl)amino)-3-cyclohexyl-1-oxopropan-2-yl)carbamate